N-{4-[(3S)-2,3-dihydro[1,4]dioxino[2,3-b]pyridin-3-yl]benzyl}cyclobutylamine O1C[C@@H](OC2=NC=CC=C21)C2=CC=C(CNC1CCC1)C=C2